C1(CC1)C1=NC2=C(N1)C=CC(=C2)C#C[Si](C)(C)C 2-cyclopropyl-5-((trimethylsilyl)ethynyl)-1H-benzo[d]imidazole